C(C)(=O)N[C@@H](CS)C(=O)OCC ethyl acetyl-L-cysteinate